5-(cyclopropylmethyl)-4-(6-methoxypyridin-3-yl)-2-(2-methyl-2H-indazol-5-yl)-3-oxo-3,5-dihydro-2H-pyrrolo[3,2-c]pyridazine-7-carbonitrile C1(CC1)CN1C=C(C2=NN(C(C(=C21)C=2C=NC(=CC2)OC)=O)C2=CC1=CN(N=C1C=C2)C)C#N